8-(1,1':4',1''-terphenyl-3-yl)-4-[3-(dibenzothiophen-4-yl-1,2,3,6,7,8,9-d7)phenyl-2,4,6-d3]-[1]benzofuro[3,2-d]pyrimidine C1(=CC(=CC=C1)C=1C=CC2=C(C1)C=1N=CN=C(C1O2)C2=C(C(=C(C=C2[2H])[2H])C2=C(C(=C(C1=C2SC2=C1C(=C(C(=C2[2H])[2H])[2H])[2H])[2H])[2H])[2H])[2H])C2=CC=C(C=C2)C2=CC=CC=C2